ammonia sulfate salt S(=O)(=O)(O)O.N